2,5-dimethylpyrazole-3-carboxamide CN1N=C(C=C1C(=O)N)C